C(CCC)C=1C=CC2=CC3=C4C(=CC(C3=C2C1)=O)C1=CC=CC=C1C4=O 8-n-butylindenofluorene-6,12-dione